COC(=O)C12C(C(C1)C2)COSC (((methylsulfanyl)oxy)methyl)bicyclo(1.1.1)pentane-1-carboxylic acid methyl ester